COCC1(COC1)C(=O)N1CCOC2=C([C@@H]1C)C=CC(=C2)C(=O)OCC ethyl (S)-4-(3-(methoxymethyl)oxetane-3-carbonyl)-5-methyl-2,3,4,5-tetrahydrobenzo[f][1,4]oxazepine-8-carboxylate